NC=1NC(C=2N=CN(C2N1)COCCP(O)(O)=O)=O (2-((2-amino-6-oxo-1,6-dihydro-9H-purin-9-yl)methoxy)ethyl)phosphonic acid